N-cyclohexylbenzene-1,3-diamine C1(CCCCC1)NC1=CC(=CC=C1)N